8-Fluoro-2-(tetrahydro-2H-pyran-4-yl)quinazoline-6-carbaldehyde FC=1C=C(C=C2C=NC(=NC12)C1CCOCC1)C=O